[(3-fluoro-2-methoxyphenyl)amino]-2-(3-{[(2S)-2-methyl-1-(prop-2-enoyl)pyrrolidin-2-yl]methoxy}pyridin-4-yl)-1H,5H,6H,7H-pyrrolo[3,2-c]pyridin-4-one FC=1C(=C(C=CC1)NN1C(=CC=2C(NCCC21)=O)C2=C(C=NC=C2)OC[C@]2(N(CCC2)C(C=C)=O)C)OC